C1=C(C=CC=2OC3=C(C21)C=CC=C3)N(C3=CC=C2C=CC=1C(=CC=C4C=CC3=C2C14)N(C1=CC=CC=C1)C1=CC4=C(OC2=C4C=CC=C2)C=C1)C1=CC=CC=C1 N,N'-bis(dibenzofuran-2-yl)-N,N'-diphenylpyrene-1,6-diamine